4-[4-methyl-6-(methylsulfonyl)pyridin-3-yl]-2-(morpholin-4-yl)-8-[1-(tetrahydro-2H-pyran-2-yl)-1H-pyrazol-5-yl]-1,7-naphthyridine CC1=C(C=NC(=C1)S(=O)(=O)C)C1=CC(=NC2=C(N=CC=C12)C1=CC=NN1C1OCCCC1)N1CCOCC1